diphenyl-[4-(phenylthio)phenyl]perfluorobutylsulfonium dimethyl-1-benzylpyrrolidine-3,4-dicarboxylate COC(=O)C1CN(CC1C(=O)OC)CC1=CC=CC=C1.C1(=CC=CC=C1)C=1C(=C(C=CC1SC1=CC=CC=C1)[SH+](C(C(C(C(F)(F)F)(F)F)(F)F)(F)F)(F)F)C1=CC=CC=C1